C(C)C(CC(C(CCC=C)C)C)CCC(CCCC)C 8-ethyl-5,6,11-trimethyl-pentadecene